C(C)(=O)OCC(CC)OC 2-Methoxybutyl acetate